tert-butyl 4-(3-(5-chloro-2-((5-(2-oxopyrrolidin-1-yl)pyridin-3-yl)amino)pyrimidin-4-yl)phenyl)piperidine-1-carboxylate ClC=1C(=NC(=NC1)NC=1C=NC=C(C1)N1C(CCC1)=O)C=1C=C(C=CC1)C1CCN(CC1)C(=O)OC(C)(C)C